COC(=O)C1=CC=NN1 Pyrazole-5-carboxylic acid methyl ester